(R)-benzyl 4-(2-hydroxy-3-mercaptopropyl)piperidine-1-carboxylate O[C@H](CC1CCN(CC1)C(=O)OCC1=CC=CC=C1)CS